tris-(2,2,2-trifluoroethyl) phosphite P(OCC(F)(F)F)(OCC(F)(F)F)OCC(F)(F)F